2-butylpyrrolium fluoride [F-].C(CCC)C=1[NH2+]C=CC1